ClC1=CC=C(OC=2C=CC(=C3CC(COC23)NC(C=C)=O)C)C=C1 N-{8-(4-chlorophenoxy)-5-methylchroman-3-yl}acrylamide